C(C)OS(=O)(=O)[O-].C(C)[N+]1=CC(=CC=C1)C 1-ethyl-3-methylpyridinium ethyl-sulfate